N1C(=NC2=C1C=CC=C2)CNCCC=2SC=C(N2)C(=O)NCC2=CC(=NC=C2)N2CCOCC2 2-{2-[(1H-1,3-Benzodiazol-2-ylmethyl)amino]ethyl}-N-([2-(morpholin-4-yl)pyridin-4-yl]methyl)-1,3-thiazole-4-carboxamide